N1=CC=CC=2NC(C3CSCCN3C21)=O 6a,7,9,10-tetrahydropyrido[3',2':5,6]pyrazino[2,1-c][1,4]thiazin-6(5H)-one